5-((S)-2-(4-fluorophenethyl)-3-(5-methyl-1,3,4-oxadiazol-2-yl)-5-oxo-7,8,9,9a-tetrahydro-5H-pyrido[2,3-a]pyrrolizin-4-yl)-N-(3-hydroxy-2,3-dihydro-1H-inden-1-yl)thiophene-2-carboxamide FC1=CC=C(CCC=2C(=C(C3=C([C@@H]4CCCN4C3=O)N2)C2=CC=C(S2)C(=O)NC2CC(C3=CC=CC=C23)O)C=2OC(=NN2)C)C=C1